ClCC1=C(C=C(C=C1)CCl)[N+](=O)[O-] 1,4-bis(chloromethyl)-2-nitrobenzene